aminoacetylacetone NCC(=O)CC(C)=O